FC(C)(F)C=1C(=C(C=CC1)C(C)=N[S@](=O)C(C)(C)C)F (R)-N-(1-(3-(1,1-difluoroethyl)-2-fluorophenyl)ethylidene)-2-methylpropane-2-sulfinamide